4-(Chloromethyl)tetrahydro-2H-pyran ClCC1CCOCC1